BETA-(4-PYRIDYL)ACROLEIN OXALATE C1=CN=CC=C1/C=C/C=O.C(=O)(C(=O)O)O